1-phenyl-2,6,7-trimethyl-1,2,3,4-tetrahydroisoquinoline C1(=CC=CC=C1)C1N(CCC2=CC(=C(C=C12)C)C)C